ethyl-methyl-valerolactone C(C)C1(C(=O)OCCC1)C